CC=1C=NN(C1)C1=CC=C(C=C1)NNC(=O)N=N (4-(4-methyl-1H-pyrazol-1-yl)phenyl)carbazone